4-(6-(pyrrolidine-1-carbonyl)pyridin-3-yl)piperazine-1-carboxylic acid tert-butyl ester C(C)(C)(C)OC(=O)N1CCN(CC1)C=1C=NC(=CC1)C(=O)N1CCCC1